ClC=1SC=CC1C1COCCCN1 3-(2-chloro-3-thienyl)-1,4-oxazepan